IC1=CC(=NC(=C1)N1CCOCC1)N[C@H](C(=O)NC)C (S)-2-{[4-iodo-6-(morpholin-4-yl)pyridin-2-yl]amino}-N-methylpropanamide